C(=O)(O)[C@@H]1C[C@H](CCC1)OC1=CC=C(C=C1)C1=C(C(=NO1)C)C(=O)O 5-(4-(((1S,3S)-3-carboxycyclohexyl)oxy)phenyl)-3-methylisoxazole-4-carboxylic acid